4-(6-(5,6-dimethoxypyridin-3-yl)-4-methylquinazolin-8-yl)aniline COC=1C=C(C=NC1OC)C=1C=C2C(=NC=NC2=C(C1)C1=CC=C(N)C=C1)C